C(C1=CC=CC=C1)OC(COC)=O 2-methoxy-acetic acid benzyl ester